phenyl-(2,4,6-trimethylbenzoyl)lithium phosphite P(O)(O)O.C1(=CC=CC=C1)C=1C(=C(C(=O)[Li])C(=CC1C)C)C